C(C)OC=1C=C(C=2N(C1)N=CC2C#N)C=2C=NC(=CC2)N2CCC(CC2)(NCC#C)C 6-ethoxy-4-(6-(4-methyl-4-(propargylamino)piperidin-1-yl)pyridin-3-yl)pyrazolo[1,5-a]pyridine-3-carbonitrile